C(#N)C=1C(=NC(=CC1C(F)(F)F)C)N1[C@@H]([C@@H](CC1)O)C(=O)N(C=1C=C(C=CC1)C)CCCN1CCCC1 (2S,3R)-1-(3-cyano-6-methyl-4-(trifluoromethyl)pyridin-2-yl)-3-hydroxy-N-(3-(pyrrolidin-1-yl)propyl)-N-(m-tolyl)pyrrolidine-2-carboxamide